C(C1=CC=CC=C1)N(C(O)=O)CCN1C(C=CC=C1)=O.C(C)N(C(C1=C(C=CC(=C1)F)OC1=C(N=C(N=N1)NC)N1CC2(C1)CCNCC2)=O)C(C)C N-ethyl-5-fluoro-N-isopropyl-2-((3-(methylamino)-5-(2,7-diazaspiro[3.5]nonan-2-yl)-1,2,4-triazin-6-yl)oxy)benzamide benzyl-(2-(2-oxopyridin-1(2H)-yl)ethyl)carbamate